2-isopropoxy-1-(1-triisopropylsilylpyrazolo[3,4-b]pyridin-5-yl)ethanone C(C)(C)OCC(=O)C=1C=C2C(=NC1)N(N=C2)[Si](C(C)C)(C(C)C)C(C)C